1-Methanesulfonylazetidine-3-ol CS(=O)(=O)N1CC(C1)O